6-(6-(1-Isopropyl-1H-pyrazol-3-yl)imidazo[2,1-b]thiazol-5-yl)quinazolin-4(3H)-one hydrochloride Cl.C(C)(C)N1N=C(C=C1)C=1N=C2SC=CN2C1C=1C=C2C(NC=NC2=CC1)=O